bis-(t-butylphenyl)iodonium C(C)(C)(C)C1=C(C=CC=C1)[I+]C1=C(C=CC=C1)C(C)(C)C